N-(3-(tert-butyl)isoxazol-5-yl)-6-(5,6-dihydro-8H-imidazo[2,1-c][1,4]oxazine-3-carbonyl)-4,5,6,7-tetrahydrothieno[2,3-c]pyridine-3-carboxamide C(C)(C)(C)C1=NOC(=C1)NC(=O)C1=CSC=2CN(CCC21)C(=O)C2=CN=C1COCCN12